C1(=CC=CC=C1)N1N=C(C=C1N)C(F)(F)F 2-phenyl-5-(trifluoromethyl)pyrazol-3-amine